1-phenyl-4-benzyl-5-(N-methylanilino)-1,2,3-triazole C1(=CC=CC=C1)N1N=NC(=C1N(C1=CC=CC=C1)C)CC1=CC=CC=C1